2-[3-[2-amino-4-ethyl-5-(4-hydroxyphenyl)-3-pyridyl]phenyl]acetonitrile NC1=NC=C(C(=C1C=1C=C(C=CC1)CC#N)CC)C1=CC=C(C=C1)O